2-methylpiperidine-4-carboxylic acid ethyl ester C(C)OC(=O)C1CC(NCC1)C